COC(CC1=CC=C(C=C1)N1CC2(CN(C2)C(=O)OC(C)(C)C)C1)=O tert-butyl 6-[4-(2-methoxy-2-oxoethyl)phenyl]-2,6-diazaspiro[3.3]heptane-2-carboxylate